5-bromo-2-(5-fluoropyridin-2-yl)-1H-imidazo[4,5-b]pyrazine BrC=1N=C2C(=NC1)NC(=N2)C2=NC=C(C=C2)F